Dimethyl (+)-L-tartrate C(=O)(OC)[C@H](O)[C@@H](O)C(=O)OC